3,3-difluorocyclobutyl (3-(3,3-difluorocyclobutyl)-1,4-dimethyl-1H-pyrazol-5-yl)carbamate FC1(CC(C1)C1=NN(C(=C1C)NC(OC1CC(C1)(F)F)=O)C)F